ClC1=C(C=CC=C1)C1=C(NC=2C1=NC=CC2)C2=C(C=NC=C2)OC[C@H]2NCCC2 3-(2-chlorophenyl)-2-(3-{[(2S)-pyrrolidin-2-yl]methoxy}pyridin-4-yl)-1H-pyrrolo[3,2-b]pyridine